2-chloro-4-[(3-methylbenzyl)amino]pyrimidin-5-carboxamide ClC1=NC=C(C(=N1)NCC1=CC(=CC=C1)C)C(=O)N